C1(CC1)C=1C=C2C(=NC(=NC2=C(C1C1=C2C=NNC2=CC(=C1C)F)O[C@@H](C)C1=CC=CC=C1)S(=O)(=O)CC)N([C@@H]1CN(CC1)C(=O)O)C (3S)-3-[{6-cyclopropyl-2-(ethanesulfonyl)-7-(6-fluoro-5-methyl-1H-indazol-4-yl)-8-[(1S)-1-phenylethoxy]quinazolin-4-yl}(methyl)amino]pyrrolidine-1-carboxylic acid